(Z)-dodecanoic acid [3-({4-[(3-dodecanoylamino-propyl)-dimethyl-amino]but-2-enyl}-dimethyl-amino)-propyl]-amide dichloride [Cl-].[Cl-].C(CCCCCCCCCCC)(=O)NCCCCN(CC=CCCN(CCCNC(CCCCCCCCCCC)=O)C)C